CC1=C(C=CC(=N1)C(=O)O)C1=CC=C(C=C1)NC([C@@H]1N(CCC1)C(NC1=CC(=C(C=C1)C(C)C)C)=O)=O 6-methyl-5-{4-[(1-{[3-methyl-4-(propan-2-yl)phenyl]carbamoyl}-D-prolyl)amino]phenyl}pyridine-2-carboxylic acid